(+)-3H-pentazocine N=1NNN=NC=CC1